4-methyl-3-({[5-(pyrimidin-2-yl)pyridin-3-yl]amino}methyl)benzamide CC1=C(C=C(C(=O)N)C=C1)CNC=1C=NC=C(C1)C1=NC=CC=N1